NCC(=O)N[C@@H](CCCCN)C(=O)O Glycyl-L-lysine